(2R,3R)-3,3',4',5,7-flavanpentaol O1[C@@H]([C@@H](CC=2C(=CC(=CC12)O)O)O)C1=CC(=C(C=C1)O)O